BrC=1C=CC(=C(C1)S(=O)(=O)NC1CC1)F 5-bromo-N-cyclopropyl-2-fluorobenzenesulfonamide